2-((4-((4-Cyclopropylnaphthalen-1-yl)amino)-6,7-dihydrothieno[3,2-d]Pyrimidin-2-yl)thio)propionic acid methyl ester COC(C(C)SC=1N=C(C2=C(N1)CCS2)NC2=CC=C(C1=CC=CC=C21)C2CC2)=O